2-(3-(4-(((trans-4-aminocyclohexyl)methyl)(methyl)amino)cyclohexyl)-1H-pyrrolo[2,3-c]pyridin-1-yl)-5-fluoro-N-isopropyl-N-methylbenzamide N[C@@H]1CC[C@H](CC1)CN(C1CCC(CC1)C1=CN(C2=CN=CC=C21)C2=C(C(=O)N(C)C(C)C)C=C(C=C2)F)C